(S)-4-(2-(2-((5-chloro-2-cyclobutoxy-phenyl)amino)-2-oxoacetamido)-3-phenylpropionamido)benzoic acid ClC=1C=CC(=C(C1)NC(C(=O)N[C@H](C(=O)NC1=CC=C(C(=O)O)C=C1)CC1=CC=CC=C1)=O)OC1CCC1